The molecule is a monocarboxylic acid anion that is the conjugate base of (3S,5S)-carbapenam-3-carboxylic acid, obtained by deprotonation of the carboxy group. It is a conjugate base of a (3S,5S)-carbapenam-3-carboxylic acid. C1C[C@H](N2[C@@H]1CC2=O)C(=O)[O-]